1-hydroxy-4-phenyl-2-(2,2,2-trifluoroethan-1-one-1-yl)benzo[f]quinoline OC1=C(CN(C=2C=CC3=C(C12)C=CC=C3)C3=CC=CC=C3)C(C(F)(F)F)=O